ClC=1C=C(C=C(C1)C#N)C(C)(C)C1=CC=C(OCC2=NC(=NC=C2)N2CCC3(CCN(CC3)CC3CC4(C3)CCN(CC4)C(=O)OC(C)(C)C)CC2)C=C1 tert-butyl 2-((9-(4-((4-(2-(3-chloro-5-cyanophenyl)propan-2-yl)phenoxy)methyl)pyrimidin-2-yl)-3,9-diazaspiro[5.5]undecan-3-yl)methyl)-7-azaspiro[3.5]nonane-7-carboxylate